C(C1=CC=CC=C1)(=O)OCC(CCCC)C(C1=C(C=C(C=C1)N(CC)CC)O)=O 2-(4-diethylamino-2-hydroxybenzoyl)-n-hexyl benzoate